(4-((4-((1-cyclopropyl-3-(4-morpholinophenyl)-1H-pyrazol-4-yl)oxy)pyridin-2-yl)amino)pyridin-2-yl)propan-2-ol C1(CC1)N1N=C(C(=C1)OC1=CC(=NC=C1)NC1=CC(=NC=C1)CC(C)O)C1=CC=C(C=C1)N1CCOCC1